ClC1=CC=C(C=C1)C1=CC2=C(N=CN(C2=O)[C@@H]2COC[C@@H]2O)C(=N1)C=1C=NC=CC1 6-(4-chlorophenyl)-3-((3R,4R)-4-hydroxytetrahydrofuran-3-yl)-8-(pyridin-3-yl)pyrido[3,4-d]pyrimidin-4(3H)-one